S1SSSSSO1 hexa-thioether